1-(1-acetylpyrrolidine-3-carbonyl)-4-fluoro-N-{phenyl[4-(propan-2-yl)phenyl]methyl}pyrrolidine-2-carboxamide C(C)(=O)N1CC(CC1)C(=O)N1C(CC(C1)F)C(=O)NC(C1=CC=C(C=C1)C(C)C)C1=CC=CC=C1